FC=1C(=C(C=CC1F)[C@H]1[C@@H](COC(C1)(C)C)C(=O)O)OC |r| rac-(3S,4R)-4-(3,4-difluoro-2-methoxyphenyl)-6,6-dimethyltetrahydro-2H-pyran-3-carboxylic acid